[O-2].[O-2].[Ti+4].[Mn+2] manganese-titanium dioxide